NC=1C=NC=CC1C1=CC(=C(C(=O)NC=2C=NC(=C(C2)Cl)N2N=CC=N2)C=C1C(C)C)F 4-(3-aminopyridin-4-yl)-N-(5-chloro-6-(2H-1,2,3-triazol-2-yl)pyridin-3-yl)-2-fluoro-5-isopropylbenzamide